N1=CC(=CC(=C1)N)N pyridine-3,5-diamine